((4-(2-vinyloxyethoxy))-3,5-dimethylphenyl)diphenylsulfonium triflate [O-]S(=O)(=O)C(F)(F)F.C(=C)OCCOC1=C(C=C(C=C1C)[S+](C1=CC=CC=C1)C1=CC=CC=C1)C